C(CCCCCC(=O)OCC(CCCCCCCC)CCCCCC)(=O)OCC(COC(CCCCCC(=O)OCCCCCCCC\C=C\C\C=C\CCCCC)=O)OC(CCCN(C)C)=O 1-(2-((4-(dimethylamino) butanoyl) oxy)-3-((7-(((9e,12e)-octadeca-9,12-dien-1-yl) oxy)-7-oxoheptanoyl) oxy) propyl) 7-(2-hexyldecyl) pimelate